(2R,5S)-N-{2-[(4-fluorophenyl)methyl]-2-azaspiro[3.3]heptan-6-yl}-2,5-dimethyl-4-[5-(trifluoromethyl)pyrazin-2-yl]piperazine-1-carboxamide FC1=CC=C(C=C1)CN1CC2(C1)CC(C2)NC(=O)N2[C@@H](CN([C@H](C2)C)C2=NC=C(N=C2)C(F)(F)F)C